C1(=CC=CC=C1)C=1C(=C(C=CC1)C1=C(C=C(C=C1C(C)C)C(C)C)C(C)C)C1=CC=CC=C1 Diphenyl-2',4',6'-triisopropyl-1,1'-biphenyl